C(C1=CC=CC=C1)OC1CC(C1)C=1C=C(N)C=CC1Cl 3-(3-(benzyloxy)cyclobutyl)-4-chloroaniline